4-[1-Benzyl-3-(trifluoromethyl)-1H-pyrazol-4-yl]-3-(p-chlorophenyl)-2-pyridylamine C(C1=CC=CC=C1)N1N=C(C(=C1)C1=C(C(=NC=C1)N)C1=CC=C(C=C1)Cl)C(F)(F)F